O=C1NC(CCC1N1C(C2=CC=C(C=C2C1=O)N1CCC(CC1)CO)=O)=O 2-(2,6-dioxo-3-piperidinyl)-5-[4-(hydroxymethyl)-1-piperidinyl]isoindoline-1,3-dione